NC1=CC=C2C(=C(C=CC2=C1)N=NC1=CC=C(C=C1)[N+](=O)[O-])O 7-amino-4-hydroxy-3-((4-nitrophenyl)diazenyl)naphthalene